6-(3-methoxy-2-methylphenyl)-2-(pyridin-2-yl)-7,8-dihydro-phthalazin-1(2H)-one COC=1C(=C(C=CC1)C1=CC=2C=NN(C(C2CC1)=O)C1=NC=CC=C1)C